2-methyl-2-(o-tolyl)propan-1-amine CC(CN)(C)C1=C(C=CC=C1)C